C[C@@H]1N(C[C@H](N(C1)C(C)C=1C=C2N=C(C=NC2=CC1)C)C)C=1C=2C(N(C(C1)=O)C)=CN(N2)CC#N (7-((2S,5R)-2,5-dimethyl-4-(1-(3-methylquinoxalin-6-yl)ethyl)piperazin-1-yl)-4-methyl-5-oxo-4,5-dihydro-2H-pyrazolo[4,3-b]pyridin-2-yl)acetonitrile